C(#N)[C@@]1(CC12CC2)C=2C=C1C=C(N=CC1=CC2)NC(=O)[C@@H]2[C@@H]([C@H]2C=2C=NN(C2)C)C (1R,2R,3R)-N-(6-((R)-1-cyanospiro[2.2]pentan-1-yl)isoquinolin-3-yl)-2-methyl-3-(1-methyl-1H-pyrazol-4-yl)cyclopropane-1-carboxamide